[1-[1-(2,6-dioxo-3-piperidyl)-3-methyl-2-oxo-benzimidazol-5-yl]-4-hydroxy-4-piperidyl]acetamide O=C1NC(CCC1N1C(N(C2=C1C=CC(=C2)N2CCC(CC2)(O)CC(=O)N)C)=O)=O